NC1=NC2=C(C=CC=C2C(=N1)C(=O)NCC1=CC(=CC=C1)CN1CCOCC1)OC 2-amino-8-methoxy-N-[[3-(morpholinomethyl)phenyl]methyl]quinazoline-4-carboxamide